C1=CC=C(C=C1)S(=O)(=O)N=[N+]=[N-] p-benzenesulfonic acid, azide